2-(hexyloxy)ethane-1-ol C(CCCCC)OCCO